FC1C(OCC1)O 3-fluorooxolan-2-ol